rhodium (I) chloride [Rh]Cl